t-butoxycarbonyl-resveratrol C(C)(C)(C)OC(=O)C1=C(C=C(C=C1O)O)C=CC1=CC=C(O)C=C1